N,N'-bis(trimethoxysilylpropyl)ethylenediamine CO[Si](OC)(OC)CCCNCCNCCC[Si](OC)(OC)OC